(S)-4-(6-(bromomethyl)-2-Chloro-5-nitropyrimidin-4-yl)-3-methylpiperazine-1-carboxylate BrCC1=C(C(=NC(=N1)Cl)N1[C@H](CN(CC1)C(=O)[O-])C)[N+](=O)[O-]